N1C(=NC=C1)\C=N\C=1C(=NC(=NC1N)S)O (E)-5-(((1H-imidazol-2-yl)methylene)amino)-6-amino-2-mercaptopyrimidin-4-ol